4-[(1S,4S,5R)-5-[[5-cyclopropyl-3-(2,6-dichlorophenyl)-1,2-oxazol-4-yl]methoxy]-2-azabicyclo[2.2.1]heptan-2-yl]-N-(oxane-4-sulfonyl)benzamide C1(CC1)C1=C(C(=NO1)C1=C(C=CC=C1Cl)Cl)CO[C@H]1[C@@H]2CN([C@H](C1)C2)C2=CC=C(C(=O)NS(=O)(=O)C1CCOCC1)C=C2